C(=O)O.NCCC(=O)N1CC2(CCN(CC2)C2=C(C(=CC=C2)OC)C(F)(F)F)C=2C=CC(=NC2C1)C=1C(=NC=CC1)OCC 3-amino-1-[2-(2-ethoxypyridin-3-yl)-1'-[3-methoxy-2-(trifluoromethyl)phenyl]spiro[6,8-dihydro-1,7-naphthyridine-5,4'-piperidine]-7-yl]propan-1-one formate salt